C1(=CC=CC2=CC=CC=C12)OOC(C)(C)C (1-Naphthyl)(tert-butyl)peroxid